(E)-2-(3-cyano-4-(4-(dimethylamino)styryl)-5,5-dimethylfuran-2(5H)-ylidene)malononitrile C(#N)C=1C(OC(C1\C=C\C1=CC=C(C=C1)N(C)C)(C)C)=C(C#N)C#N